1-((2R,3R)-3-((S)-4-(5-chloro-3-(2-chlorophenyl)pyrazolo[1,5-a]pyridine-2-carbonyl)-2-methylpiperazin-1-yl)-2-methylazetidin-1-yl)prop-2-en-1-one ClC1=CC=2N(C=C1)N=C(C2C2=C(C=CC=C2)Cl)C(=O)N2C[C@@H](N(CC2)[C@H]2[C@H](N(C2)C(C=C)=O)C)C